CC=1C(=C2C=NNC2=CC1)C1=C(C(=CC2=CC=CC=C12)N1CC2(C1)CN(C2)C(C=C)=O)C#N 1-(5-methyl-1H-indazol-4-yl)-3-(6-(2-propenoyl)-2,6-diazaspiro[3.3]heptan-2-yl)-2-naphthalenecarbonitrile